BrC1=C(C(=CC=C1)F)C(C)(C)F 1-bromo-3-fluoro-2-(2-fluoropropane-2-yl)benzene